C(C)OC(\C=C(/NC1=CC=CC=C1)\C1=C(C=CC=C1)C)=O (2Z)-3-(2-methylphenyl)-3-(phenylamino)prop-2-enoic acid ethyl ester